COC1=C(C(=CC(=C1)C)C)C=1C=C(C=2C(=NC(=CN2)[C@H]2CN(CCC2)C)N1)CO (R)-(6-(2-methoxy-4,6-dimethylphenyl)-3-(1-methylpiperidin-3-yl)pyrido[2,3-b]pyrazin-8-yl)methanol